ClC=1C=C(C(=NC1)C1CC1)NC(\C=C\C1=CC=C2C(=NNC2=C1)F)=O (E)-N-(5-chloro-2-cyclopropylpyridin-3-yl)-3-(3-fluoro-1H-indazol-6-yl)acrylamide